C(C)[N+]1(CCCCC1)CCCO ethyl-1-(3-hydroxypropyl)piperidin-1-ium